2,3-Dimethyl-quinoxaline-5-carboxylic acid CC1=NC=2C=CC=C(C2N=C1C)C(=O)O